O=C1NC(CCC1N1C(C2=CC=C(C=C2C1)C#CCCCN1CCN(CC1)C1CCNCC1)=O)=O 4-(4-(5-(2-(2,6-dioxopiperidin-3-yl)-1-oxoisoindolin-5-yl)pent-4-yn-1-yl)piperazin-1-yl)piperidine